N-methyl-4-(trifluoromethyl)phenylsulfamoyl chloride CN(S(=O)(=O)Cl)C1=CC=C(C=C1)C(F)(F)F